C(C)(C)(C)OC(=O)NC1CC(C1)OC1=CC=C(C=C1)C(C)(C)C1=CC=C(OCC2=NC(=NC=C2)C(=O)OCC)C=C1 Ethyl 4-((4-(2-(4-((1s,3s)-3-((tert-butoxycarbonyl)amino)cyclobutyloxy)phenyl)propan-2-yl)phenoxy)methyl)pyrimidin-2-carboxylate